FC=1C=C(C=CC1OC)S(=O)(=O)/C=C/C (2E)-3-(3-fluoro-4-methoxybenzenesulfonyl)prop-2-en